N-(2-(1-(2-(2,6-Dioxopiperidin-3-yl)-1-oxoisoindolin-5-yl)piperidin-4-yl)ethyl)-4-((8-ethoxy-7-(1H-pyrazol-4-yl)-[1,2,4]triazolo[1,5-a]pyridin-2-yl)amino)-3-methylbenzenesulfonamide O=C1NC(CCC1N1C(C2=CC=C(C=C2C1)N1CCC(CC1)CCNS(=O)(=O)C1=CC(=C(C=C1)NC1=NN2C(C(=C(C=C2)C=2C=NNC2)OCC)=N1)C)=O)=O